BrC1=CC=C(C(=O)C2=CC(CC3=C(N2)C=CC=C3)=O)C=C1 2-(4-Bromobenzoyl)-1,5-dihydro-4H-benzo[b]azepine-4-One